C(CCC)C1(CS(C2=C(N(C1)C1=CC=C(C=C1)F)C=C(C(=C2)CSCC(=O)OCC)SC)(=O)=O)CC Ethyl 2-(((3-butyl-3-ethyl-5-(4-fluorophenyl)-7-(methylthio)-1,1-dioxido-2,3,4,5-tetrahydro-1,5-benzothiazepin-8-yl)methyl)thio)acetate